4-(3-((((1S,3S)-3-aminocyclohexyl)-methyl)amino)-1-(4-(4-methyl-3-oxo-piperazin-1-yl)phenyl)-1H-pyrazol-5-yl)-2-fluorobenzonitrile N[C@@H]1C[C@H](CCC1)CNC1=NN(C(=C1)C1=CC(=C(C#N)C=C1)F)C1=CC=C(C=C1)N1CC(N(CC1)C)=O